N1C=NC2=C1C=CC(=C2)N2C(C1=CC=CC=C1C2C2=CC=C(C=C2)F)=O 2-(1H-Benzo[d]imidazol-5-yl)-3-(4-fluorophenyl)isoindolin-1-on